N-(1-(5-(4,4-difluoropiperidin-1-yl)-9-methylimidazo[1,2-c]quinazolin-7-yl)ethylidene)-2-methylpropane-2-sulfinamide FC1(CCN(CC1)C1=NC=2C(=CC(=CC2C=2N1C=CN2)C)C(C)=NS(=O)C(C)(C)C)F